7-fluoro-N-((1s,3r)-3-(4-(2-fluorophenyl)-5-(thiazol-2-yl)-4H-1,2,4-triazol-3-yl)cyclobutyl)-1,5-naphthyridine-4-carboxamide FC1=CN=C2C(=CC=NC2=C1)C(=O)NC1CC(C1)C1=NN=C(N1C1=C(C=CC=C1)F)C=1SC=CN1